3-(3-Cyclopentyloxy-4-methoxybenzyl)-6-ethylamino-8-isopropyl-3H-Purine C1(CCCC1)OC=1C=C(CN2C=NC(=C3N=C(N=C23)C(C)C)NCC)C=CC1OC